OC1=CC=C(C=C1)C1=C(C(=NO1)C)NC(O[C@H](C)C1=CC=CC=C1)=O (R)-1-phenylethyl (5-(4-hydroxyphenyl)-3-methylisoxazol-4-yl)carbamate